O1C2N(C3CCC1C3)CC=3N(C2)C=C(CC3)C(=O)N 2,3,4,5,7,9,13,13a-octahydro-2,5-methanopyrido[1',2':4,5]pyrazino[2,1-b][1,3]oxazepine-10-carboxamide